3-((3,4,5-trifluorobenzyl)oxy)-7,8-dihydro-1H,6H,9H-6,8a-ethanopyrrolo[1',2':3,4]imidazo[1,2-c]pyrimidin-1-one FC=1C=C(COC=2C=C3N(C(N2)=O)CC24N3C(CC2)CC4)C=C(C1F)F